N-(4-cyano-indan-1-yl)-acetamide C(#N)C1=C2CCC(C2=CC=C1)NC(C)=O